C(=O)O.C1(CC1)C1=C(CN2CC(C2)(O)C)C(=CC(=C1)C1CN(C1)C1=C(C=CC=C1Cl)Cl)C 1-(2-cyclopropyl-4-(1-(2,6-dichlorophenyl)azetidin-3-yl)-6-methylbenzyl)-3-methylazetidin-3-ol formate salt